3-(2-chloro-10H-phenothiazin-10-yl)-N,N-dimethylpropan-1-amine hydrochloride Cl.ClC1=CC=2N(C3=CC=CC=C3SC2C=C1)CCCN(C)C